ClC=CCCl anti-1,3-dichloropropene